ClC1=CNC=2N=C(N=C(C21)N[C@H]2CN(CCC2)C(C=C)=O)NC=2C=NN(C2)CC (R)-1-(3-(5-chloro-2-(1-ethyl-1H-pyrazol-4-ylamino)-7H-pyrrolo[2,3-d]pyrimidin-4-ylamino)piperidin-1-yl)prop-2-en-1-one